4-N-benzoyl-2'-deoxycytidine C(C1=CC=CC=C1)(=O)NC1=NC(N([C@H]2C[C@H](O)[C@@H](CO)O2)C=C1)=O